tributyl-methylammonium bis(trifluoromethanesulfonyl)imide salt [N-](S(=O)(=O)C(F)(F)F)S(=O)(=O)C(F)(F)F.C(CCC)[N+](C)(CCCC)CCCC